FC(CCCCCCC1=NOC(=N1)CC(C(=O)O)=C)(C(F)(F)F)F 2-((3-(7,7,8,8,8-pentafluorooctyl)-1,2,4-oxadiazol-5-yl)methyl)acrylic acid